2,3-dimethyl-1-heptanol CC(CO)C(CCCC)C